ClC1=NC=2C(=NC=C(N2)SC=2C(=NC=CC2)C(F)(F)F)N1CC 2-chloranyl-1-ethyl-5-[2-(trifluoromethyl)pyridin-3-yl]sulfanyl-imidazo[4,5-b]pyrazine